[OH-].[Na+].C(CCCCCCC\C=C/CCCCCCCC)(=O)O oleic acid sodium hydroxide